isostearyl tricosylate C(CCCCCCCCCCCCCCCCCCCCCC)(=O)OCCCCCCCCCCCCCCCC(C)C